C(C)(C)(C)OC(=O)N1CCC(CC1)COC=1C=NC(=CC1)Cl 4-(((6-Chloropyridin-3-yl)oxy)methyl)piperidine-1-carboxylic acid tert-butyl ester